NC1=NC(=C2N=CN(C2=N1)CC(=O)NC1=CC(=NN1CC)C)NC=1N=COC1 2-(2-amino-6-(oxazol-4-ylamino)-9H-purin-9-yl)-N-(1-ethyl-3-methyl-1H-pyrazol-5-yl)acetamide